ClCC1=C2C(=NC(=C1)C(=O)OCC)SC=C2 ethyl 4-(chloromethyl)thieno[2,3-b]pyridine-6-carboxylate